S1C(=NC2=C1C=CC=C2)NC(=O)C=2C=CC=C1CCN(CC21)C2=CC=C(C(=N2)C(=O)OC(C)(C)C)C2=C(C=C(C=C2)OCCCN2C[C@H](N([C@H](C2)C)CC(=O)OCC)C)C tert-Butyl 6-(8-(benzo[d]thiazol-2-ylcarbamoyl)-3,4-dihydroisoquinolin-2(1H)-yl)-3-(4-(3-((3R,5S)-4-(2-ethoxy-2-oxoethyl)-3,5-dimethylpiperazin-1-yl)propoxy)-2-methylphenyl)picolinate